3-(1-(5-chloro-2-methoxy-4-methyl-3-(pyridin-3-yl)phenyl)ethyl)-1-phenylimidazo[1,5-a]pyrazine ClC=1C(=C(C(=C(C1)C(C)C1=NC(=C2N1C=CN=C2)C2=CC=CC=C2)OC)C=2C=NC=CC2)C